C(C)C(CSCC(=O)[O-])CCCC.C(C)C(CSCC(=O)[O-])CCCC.C[Sn+2]C dimethyltin bis(2-ethylhexyl mercaptoacetate)